ClC=1C=C(C(=NC1)CN1C(C2=CC(=CC(=C2[C@]1(O[C@@H]1C[C@@H](C1)O)C1=CC=C(C=C1)Cl)F)C(=O)C=1N=CN(C1)C)=O)O (3R)-2-[(5-chloro-3-hydroxypyridin-2-yl)methyl]-3-(4-chlorophenyl)-4-fluoro-6-(1-methyl-1H-imidazole-4-carbonyl)-3-[cis-3-hydroxycyclobutoxy]-2,3-dihydro-1H-isoindol-1-one